[(Z)-dec-4-enyl] octanedioate C(CCCCCCC(=O)[O-])(=O)OCCC\C=C/CCCCC